ClC=1C(=CSC1)C1=NN(C=N1)C 4-chloro-3-(1-methyl-1H-1,2,4-triazol-3-yl)thiophen